2-(1,3-Dioxolan-2-yl)-6-(2-morpholinoethyl)pyridin-3-ol O1C(OCC1)C1=NC(=CC=C1O)CCN1CCOCC1